(S)-1-((4-((3-fluorobenzyl)oxy)benzyl)amino)-1-oxopentane-2-aminium chloride [Cl-].FC=1C=C(COC2=CC=C(CNC([C@H](CCC)[NH3+])=O)C=C2)C=CC1